Cl.C(C)OC1=C(C(N(C=C1)C1=CC=C(C=C1)F)=O)C(=O)NC1=CC(=C(C=C1)OC1=C2C(=NC=C1)C=C(S2)C2=NC=C(C=C2)CN2CCOCC2)F 4-Ethoxy-N-[3-fluoro-4-({2-[5-(morpholinomethyl)pyridin-2-yl]thieno[3,2-b]pyridin-7-yl}oxy)phenyl]-1-(4-fluorophenyl)-2-oxo-1,2-dihydropyridine-3-carboxamide hydrochloride